[P].[N].[N] dinitrogen phosphorus